2-(4'-methylphenyl)furan CC1=CC=C(C=C1)C=1OC=CC1